3-fluoro-2'',3'',4'',5''-tetrahydro-[1,1':4',1''-terphenyl]-2-carbonitrile FC1=C(C(=CC=C1)C1=CC=C(C=C1)C=1CCCCC1)C#N